C1(CC1)C(=O)N1CCCC2=CC(=CC=C12)[C@H](C(=O)NC1=NC=C(C=C1)F)C (2R)-2-[1-(Cyclopropancarbonyl)-1,2,3,4-tetrahydrochinolin-6-yl]-N-(5-fluoropyridin-2-yl)propanamid